CC(C)(COP(=O)(O)OP(=O)(O)OC[C@@H]1[C@H]([C@H]([C@@H](O1)N2C=NC3=C(N=CN=C32)N)O)OP(=O)(O)O)[C@H](C(=O)NCCC(=O)NCCSC(=O)/C=C/SC)O The molecule is an acyl-CoA thioester that results from the formal condensation of the thiol group of coenzyme A with the carboxy group of 3-(methylthio)acrylic acid. It is a conjugate acid of a 3-(methylthio)acryloyl-CoA(4-).